3-bromothiophene-5-boronic acid BrC1=CSC(=C1)B(O)O